4-amino-N-(2,6-dimethylpyrimidin-4-yl)benzenesulfonamide NC1=CC=C(C=C1)S(=O)(=O)NC1=NC(=NC(=C1)C)C